FC1=C(C(=CC(=C1)C1=NN=C2N1CCN=C2)C=C)C2=C(C=CC=C2O)F 3-(2,2'-difluoro-6'-hydroxy-6-vinyl-[1,1'-biphenyl]-4-yl)-5,6-dihydro-[1,2,4]triazolo[4,3-a]pyrazin